5-[3-(prop-2-enoyl-amino)phenyl]-1-(2-trimethylsilylethoxymethyl)pyrazolo[4,3-b]pyridine-3-carboxylic acid C(C=C)(=O)NC=1C=C(C=CC1)C1=CC=C2C(=N1)C(=NN2COCC[Si](C)(C)C)C(=O)O